3,5-dimethyl-4-nitrobenzyl alcohol CC=1C=C(CO)C=C(C1[N+](=O)[O-])C